4-(4-fluorophenyl)-5-methyl-3-oxo-3,4-dihydropyrazine-2-carboxylic acid methyl ester COC(=O)C1=NC=C(N(C1=O)C1=CC=C(C=C1)F)C